3-chloro-4-((7-fluoro-1-methyl-1H-benzo[d]imidazol-5-yl)oxy)aniline ClC=1C=C(N)C=CC1OC1=CC2=C(N(C=N2)C)C(=C1)F